ClC1=C(C=CC=C1)C1=NN2C(CN(CC2)C(C=C)=O)=C1C1=CC=NC=C1 1-[2-(2-chlorophenyl)-3-(pyridin-4-yl)-6,7-dihydropyrazolo[1,5-a]pyrazin-5(4H)-yl]prop-2-en-1-one